C(C1=CC=CC=C1)OC1CN(CCC1(O)CN1C=CC2=C1N=CN=C2N(CC2=CC=C(C=C2)C(F)(F)F)C2CC2)C(=O)OC(C)(C)C t-Butyl 3-(benzyloxy)-4-((4-(cyclopropyl(4-(trifluoromethyl)benzyl)amino)-7H-pyrrolo[2,3-d]pyrimidin-7-yl)methyl)-4-hydroxypiperidine-1-carboxylate